5-acetylpyrazine C(C)(=O)C=1N=CC=NC1